CC=1C=NOC1C1(NC(NC1=O)=O)CNC(=O)C=1C(=CC=CC1)C1=CC=C(C=C1)C(F)(F)F N-{[4-(4-methyl-1,2-oxazol-5-yl)-2,5-dioxoimidazolidin-4-yl]methyl}-4'-(trifluoromethyl)[biphenyl]-2-carboxamide